N-[[6-Chloro-3-[(1R)-1-[3,6-dimethyl-2-(1-methylpyrazol-4-yl)-4-oxo-chromen-8-yl]ethoxy]-2-pyridyl]sulfonyl]acetamide ClC1=CC=C(C(=N1)S(=O)(=O)NC(C)=O)O[C@H](C)C=1C=C(C=C2C(C(=C(OC12)C=1C=NN(C1)C)C)=O)C